(6-methyl-1,4-dioxepan-6-yl)methanol CC1(COCCOC1)CO